O=C1NC(CCC1C1=NN(C2=CC=CC=C12)CC(=O)NC1=CC=C(C=C1)N1C(=NC=C1)C)=O 2-(3-(2,6-dioxopiperidin-3-yl)-1H-indazol-1-yl)-N-(4-(2-methyl-1H-imidazol-1-yl)phenyl)acetamide